3-{[(3S)-3-{6-[(2R,4S)-4-fluoro-2-[5-fluoro-2-(methylsulfanyl)phenyl]pyrrolidin-1-yl]imidazo[1,2-b]pyridazine-3-amido}pyrrolidin-1-yl]methyl}phenyl pentanoate C(CCCC)(=O)OC1=CC(=CC=C1)CN1C[C@H](CC1)NC(=O)C1=CN=C2N1N=C(C=C2)N2[C@H](C[C@@H](C2)F)C2=C(C=CC(=C2)F)SC